N-isopropylaniline CC(C)NC1=CC=CC=C1